(R)-1-(3-phenylbutyryl)piperidin-4-one C1(=CC=CC=C1)[C@@H](CC(=O)N1CCC(CC1)=O)C